1-(azetidin-3-yl)-3,3-difluoropyrrolidine dihydrochloride Cl.Cl.N1CC(C1)N1CC(CC1)(F)F